N2-[6-fluoro-7-[rac-(4S)-4-aminocyclohexen-1-yl]-2,3-dihydrobenzofuran-5-yl]-N4,6-dimethyl-pyrimidine-2,4-diamine FC1=C(C2=C(CCO2)C=C1NC1=NC(=CC(=N1)NC)C)C1=CC[C@H](CC1)N |r|